2-((1s,4s)-4-methoxycyclohexyl)propan-2-ol lithium-silver [Ag].[Li].COC1CCC(CC1)C(C)(C)O